2-(4-(tert-butyl)phenyl)-N-((2-(2,6-dioxopiperidin-3-yl)-1-oxoisoindolin-5-yl)methyl)-2,2-difluoroacetamide C(C)(C)(C)C1=CC=C(C=C1)C(C(=O)NCC=1C=C2CN(C(C2=CC1)=O)C1C(NC(CC1)=O)=O)(F)F